4,5-Dimethyl-1,3-thiazole-2-carbaldehyde CC=1N=C(SC1C)C=O